COC(=O)C1=CC=C(C=C1)C1CC(CC1)(C(=O)O)CCCOC 3-(4-(methoxycarbonyl)phenyl)-1-(3-methoxypropyl)cyclopentane-1-carboxylic acid